4-[6-(2-Chloro-6-trifluoromethyl-benzyl)-4-cyano-3-hydroxy-pyridin-2-yl]-4-oxo-butyric acid ethyl ester C(C)OC(CCC(=O)C1=NC(=CC(=C1O)C#N)CC1=C(C=CC=C1C(F)(F)F)Cl)=O